OCCCCCN1C=NC(=C1)C(=O)OC methyl 1-(5-hydroxypentyl)-1H-imidazole-4-carboxylate